CC1=CN=C(S1)C1=CC(=CC2=C1NC(O2)=S)C(=O)OC Methyl 4-(5-methylthiazol-2-yl)-2-thioxo-2,3-dihydrobenzo[d]oxazole-6-carboxylate